rac-6-(1-isopropyl-1H-pyrazol-3-yl)-N-((1R,3S)-3-methoxycyclopentyl)-2-(1-methyl-1H-imidazol-2-yl)-5-(trifluoromethyl)thieno[2,3-d]pyrimidin-4-amine C(C)(C)N1N=C(C=C1)C1=C(C2=C(N=C(N=C2N[C@H]2C[C@H](CC2)OC)C=2N(C=CN2)C)S1)C(F)(F)F |r|